N=1C=CN2C1C=C(C=C2)NC(C(N2[C@H](CC[C@@H](C2)C)C=2C=CC1=C(N=C(S1)[C@@H]1[C@H](CN(CC1)C)C)C2)=O)=O |o1:27,28| N-imidazo[1,2-a]pyridin-7-yl-2-oxo-2-[(2R,5S)-5-methyl-2-[2-[rel-(3R,4S)-1,3-dimethyl-4-piperidyl]-1,3-benzothiazol-5-yl]-1-piperidyl]acetamide